C(C)(=O)[O-].OCC[N+](C)(C)C 2-hydroxyethyl-(trimethylammonium) acetate